BrC=1C(=NC=CC1)CO[C@@H]1CC[C@@H](CC1)C1=C(C=CC=C1)C(F)(F)F 3-bromo-2-(((cis-4-(2-(trifluoromethyl)phenyl)cyclohexyl)oxy)methyl)pyridine